2-((12-(4-(((3R,4R)-1-(2-cyanoacetyl)-4-methylpiperidin-3-yl)(methyl)amino)-7H-pyrrolo[2,3-d]pyrimidin-7-yl)-3,10-dimethyl-12-oxododecanoyl)oxy)propane-1,3-diyl dipalmitate C(CCCCCCCCCCCCCCC)(=O)OCC(COC(CCCCCCCCCCCCCCC)=O)OC(CC(CCCCCCC(CC(=O)N1C=CC2=C1N=CN=C2N(C)[C@H]2CN(CC[C@H]2C)C(CC#N)=O)C)C)=O